(S)-2'-((5-(1-Aminopropyl)-8-methoxyisoquinolin-3-yl)amino)-7',7'-dimethyl-5'H,7'H-spiro[cyclopropane-1,8'-pyrano[4,3-b]pyridin]-5'-one N[C@@H](CC)C1=C2C=C(N=CC2=C(C=C1)OC)NC1=CC=C2C(=N1)C1(C(OC2=O)(C)C)CC1